N(=[N+]=[N-])C1C(C(C2=CC=CC=C12)=O)=O azido-indandione